C(C)[C@@H]1CCC2=CC=3CCCC3C(=C12)NC(=O)N=[S@@](=O)(N)C=1C=NN2C1OCCC2 (S)-N'-(((R)-3-ethyl-1,2,3,5,6,7-hexahydro-s-indacen-4-yl)carbamoyl)-6,7-dihydro-5H-pyrazolo[5,1-b][1,3]oxazine-3-sulfonimidamide